2-((1-(2-oxo-2-(pyrrolidin-1-yl)ethyl)-1H-pyrazol-3-yl)amino)thiazole-5-carbonyl chloride O=C(CN1N=C(C=C1)NC=1SC(=CN1)C(=O)Cl)N1CCCC1